5-tert-Butyl-[1,3,4]oxadiazole-2-carboxylic acid {2-[2-(1-methyl-1H-pyrazol-4-yl)-3H-imidazo[4,5-b]pyridin-7-yl]-6,7,8,9-tetrahydro-5H-benzocyclohepten-5-yl}-amide CN1N=CC(=C1)C1=NC=2C(=NC=CC2C=2C=CC3=C(CCCCC3NC(=O)C=3OC(=NN3)C(C)(C)C)C2)N1